N1-(2-(dinonylamino)ethyl)-N,N8,N8-trinonyl-octane-1,8-diamine C(CCCCCCCC)N(CCN(CCCCCCCCN(CCCCCCCCC)CCCCCCCCC)CCCCCCCCC)CCCCCCCCC